N5-((1R,5S,6r)-3-Oxabicyclo[3.1.0]hexan-6-yl)-N3-methyl-1-((S)-1-phenylpropyl)-1H-pyrazole-3,5-dicarboxamide [C@H]12COC[C@@H]2C1NC(=O)C1=CC(=NN1[C@@H](CC)C1=CC=CC=C1)C(=O)NC